(4-bromo-2-fluorobenzyl)-5,6,7,8-tetrahydroquinolin-8-amine BrC1=CC(=C(CC2=NC=3C(CCCC3C=C2)N)C=C1)F